ClC=1C(=NC=CC1C1=NC(=C(C=C1)CNCC1CCC(N1)=O)OC)C1=C(C(=CC=C1)NC1=NC=CC(=C1F)CNCC1NC(CC1)=O)C 5-((((3'-chloro-2'-(3-((3-fluoro-4-((((5-oxopyrrolidin-2-yl)methyl)amino)methyl)pyridin-2-yl)amino)-2-methylphenyl)-6-methoxy-[2,4'-bipyridin]-5-yl)methyl)amino)methyl)pyrrolidin-2-one